COC1=C(N=CNC1=O)C(=O)[O-] 5-methoxy-6-oxo-1,6-dihydropyrimidine-4-carboxylate